CC1=C(C=NC=C1)C1CN(C1)C(=O)[C@@H]1CC[C@H]2N1C([C@H](C[C@H]1[C@@H](C2)C1)NC(=O)C1=CC2=C(S1)C=CC=C2)=O 2-(((3S,6S,7aS,8aR,9aR)-3-(3-(4-methylpyridin-3-yl)azetidine-1-carbonyl)-5-oxodecahydro-1H-cyclopropa[d]pyrrolo[1,2-a]azocin-6-yl)carbamoyl)benzo[b]thiophen